CC1(CCNCC1)C(=O)O 4-methylpiperidin-4-carboxylic acid